5-[(3R)-3-[(6-morpholinopyrimidin-4-yl)amino]-1-piperidyl]pyridin-3-ol ethyl-(S)-4-(4-fluoro-5-hydroxy-6-methoxybenzo[b]thiophen-2-yl)-2-methyl-4-oxobutanoate C(C)[C@](C(=O)OC=1C=NC=C(C1)N1C[C@@H](CCC1)NC1=NC=NC(=C1)N1CCOCC1)(CC(=O)C1=CC2=C(S1)C=C(C(=C2F)O)OC)C